N[C@@]1(CN(CC1)C1=C(C=NC(=C1C1=CC(=CC(=C1)F)OC(F)F)C)C(=O)NC1CCC(CC1)(F)F)C 4-[(3S)-3-amino-3-methylpyrrolidin-1-yl]-N-(4,4-difluorocyclohexyl)-5-[3-(difluoromethoxy)-5-fluorophenyl]-6-methylpyridine-3-carboxamide